bis-(beta-acetyl-ethyl)-tin C(C)(=O)CC[Sn]CCC(C)=O